C1(CCCCC1)P(C1=C(C=CC=C1)C1=C(C=C(C=C1C(C)C)C(C)C)C(C)C)C1CCCCC1 2-dicyclohexylphosphino-2',4',6'-tri-isopropyl-1,1-biphenyl